tert-Butyl 2-amino-4-(1-methyl-1H-imidazol-2-yl)phenylcarbamate NC1=C(C=CC(=C1)C=1N(C=CN1)C)NC(OC(C)(C)C)=O